O=C1C=2N(CCCN1)N=C1C2CN(CC1)C(=O)OC(C)(C)C tert-butyl 11-oxo-3,4,8,9,10,11-hexahydro-1H-pyrido[4',3':3,4]pyrazolo[1,5-a][1,4]diazepine-2(7H)-carboxylate